Methylundecanal CC(C=O)CCCCCCCCC